1-{1-[4-chloro-3-({1-[4-(2-cyclopropoxyphenyl)pyridin-3-yl]cyclopropoxy}methyl)benzenesulfonyl]pyrrolidin-3-yl}-3-[(2S,3R,4R,5R)-2,3,4,5,6-pentahydroxyhexyl]urea ClC1=C(C=C(C=C1)S(=O)(=O)N1CC(CC1)NC(=O)NC[C@@H]([C@H]([C@@H]([C@@H](CO)O)O)O)O)COC1(CC1)C=1C=NC=CC1C1=C(C=CC=C1)OC1CC1